(2-amino-4-(2-chloro-5-fluorophenyl)-7H-pyrrolo[2,3-d]pyrimidin-5-yl)-3-fluoro-5-(trifluoromethyl)benzamide NC=1N=C(C2=C(N1)NC=C2C2=C(C(=O)N)C=C(C=C2F)C(F)(F)F)C2=C(C=CC(=C2)F)Cl